4-propoxybenzylidenesuccinic acid dimethyl ester COC(C(CC(=O)OC)=CC1=CC=C(C=C1)OCCC)=O